N-(3-(2-((3-fluoropyridin-4-yl)amino)-8,9-dihydroimidazo[1',2':1,6]pyrido[2,3-d]pyrimidin-6-yl)-4-methylphenyl)-4-(trifluoromethyl)pyridineamide FC=1C=NC=CC1NC=1N=CC2=C(N1)N1C(C(=C2)C=2C=C(C=CC2C)NC(=O)C2=NC=CC(=C2)C(F)(F)F)=NCC1